[2-(difluoromethoxy)pyridin-3-yl]Magnesium chloride FC(OC1=NC=CC=C1[Mg]Cl)F